[Li].C1(=CC=CC=C1)CCCCCCCN1NNCC1 1-(7-phenylheptyl)-1,2,3-triazacyclopentane lithium